C(C)(=O)N1CCC(CC1)C=1C=C(C=CC1)[C@@H]1N(C[C@H](CC1)C)C(C(=O)NC=1C=NC=C(C1)C)=O ((2R,5S)-2-(3-(1-acetylpiperidin-4-yl)phenyl)-5-methylpiperidin-1-yl)-N-(5-methylpyridin-3-yl)-2-oxoacetamide